Methyl 1-bromo-7-(3-chlorophenyl)-4-hydroxy-2,6-naphthyridine-3-carboxylate BrC1=NC(=C(C2=CN=C(C=C12)C1=CC(=CC=C1)Cl)O)C(=O)OC